NC1=C(C(=O)N[C@H]2CCC3=CC(=CC=C23)N2C(=NC=3C2=NC(=CC3)N3N=CC=C3)C=3C(=NC=CC3)N)C=CC=C1 2-amino-N-[(1S)-5-[2-(2-aminopyridin-3-yl)-5-(pyrazol-1-yl)imidazo[4,5-b]pyridin-3-yl]-2,3-dihydro-1H-inden-1-yl]benzamide